FC1=C(C(=CC=C1)F)S(=O)(=O)N1C2CNC(C1)C2 2-((2,6-difluorophenyl)sulfonyl)-2,5-diazabicyclo[2.2.1]heptane